tert-butyl 3-((dimethylamino)methyl)-3-hydroxypiperidine-1-carboxylate CN(C)CC1(CN(CCC1)C(=O)OC(C)(C)C)O